1,1'-Disulfandiylbis(2-fluoro-4-methyl-5-nitrobenzene) S(SC1=C(C=C(C(=C1)[N+](=O)[O-])C)F)C1=C(C=C(C(=C1)[N+](=O)[O-])C)F